Carboxylamin C(=O)(O)N